C(C)(C)(C)OC(=O)N1C[C@@H](CC1)C=1C=NC=CC1F (S)-3-(4-Fluoropyridin-3-yl)pyrrolidine-1-carboxylic acid tert-butyl ester